O1CCC(CC1)C=1C=CC=2N(C1)N=CC2C2=CC=C(C(=O)O)C=C2 4-(6-(tetrahydro-2H-pyran-4-yl)pyrazolo[1,5-a]pyridin-3-yl)benzoic acid